BrC1=NC(=CC=C1)C1=NN=C(N1C1=CC=CC=C1)C 2-bromo-6-(5-methyl-4-phenyl-4H-1,2,4-triazol-3-yl)pyridine